C(C)(C)(C)OC(=O)N1CC(C(CC1)F)=O N-t-butoxycarbonyl-4-fluoro-3-piperidone